[Na+].SC1(N=NNN1)CC(=O)[O-] 5-mercapto-(1H)-tetrazoleacetic acid, sodium salt